(S)-4-((1-methyl-2-((2-methylpyrrolidin-1-yl)methyl)-1H-benzo[d]imidazol-5-yl)carbamoyl)benzoic acid CN1C(=NC2=C1C=CC(=C2)NC(=O)C2=CC=C(C(=O)O)C=C2)CN2[C@H](CCC2)C